OC(=O)C(F)(F)F.NCCNC(CC1C=2N(C3=C(C(=N1)C1=CC=C(C=C1)Cl)C(=C(S3)C)C)C(=NN2)C)=O N-(2-aminoethyl)-2-(4-(4-chlorophenyl)-2,3,9-trimethyl-6H-thieno[3,2-f][1,2,4]triazolo[4,3-a][1,4]diazepin-6-yl)acetamide TFA salt